N2-isopropyl-6-phenyl-N4-(3-(trifluoromethyl)pyridin-4-yl)-1,3,5-triazine-2,4-diamine C(C)(C)NC1=NC(=NC(=N1)NC1=C(C=NC=C1)C(F)(F)F)C1=CC=CC=C1